2-chloro-N-(1-(6-(3-cyano-6-(2-morpholinoethoxy)pyrazolo[1,5-a]pyridin-4-yl)pyridin-3-yl)-4-methylpiperidin-4-yl)-6-methylbenzamide ClC1=C(C(=O)NC2(CCN(CC2)C=2C=NC(=CC2)C=2C=3N(C=C(C2)OCCN2CCOCC2)N=CC3C#N)C)C(=CC=C1)C